1,2,4-triazolidine N1NCNC1